CN[C@H](CC(C)C)C(=O)N1CC2(CC2)C[C@H]1C(=O)N[C@@H](C[C@H]1C(NCC1)=O)C(COC(F)(F)F)=O (S)-5-(methyl-D-leucyl)-N-((S)-3-oxo-1-((S)-2-oxopyrrolidin-3-yl)-4-(trifluoromethoxy)butan-2-yl)-5-azaspiro[2.4]heptane-6-carboxamide